4-hydroxy-4-phenyl-1,4-dihydro-2H-benzo[d][1,3]oxazin OC1(C2=C(NCO1)C=CC=C2)C2=CC=CC=C2